1-(4-methylpent-4-en-2-yl)-2-nitrobenzene CC(CC(C)C1=C(C=CC=C1)[N+](=O)[O-])=C